C(OC[C@]1(O[C@H](C[C@@H]1O)N1C2=NC(=NC(=C2N=C1)NC(CCCCC)=O)F)C#C)(OCCC)=O ((2R,3S,5R)-2-ethynyl-5-(2-fluoro-6-hexanamido-9H-purin-9-yl)-3-hydroxytetrahydrofuran-2-yl)methyl propyl carbonate